NC=1C(=C(C=CC1)SC=1N=CC(=NC1)N1CCC2(CC1)C(C=1C(=NC=CC1)C2)N)Cl 1'-(5-((3-amino-2-chlorophenyl)thio)pyrazin-2-yl)-5,7-dihydrospiro[cyclopenta[b]pyridine-6,4'-piperidin]-5-amine